C1(CC1)N(CCC1=CNC2=CC(=CC=C12)OC(CCC)=O)C butyric acid 3-(2-(cyclopropyl (methyl) amino) ethyl)-1H-indol-6-yl ester